OC1=C(C=C(C=C1)/C=C/C(=O)C1=C(C=CC=C1)C(F)(F)F)OC (E)-3-(4-Hydroxy-3-methoxyphenyl)-1-[2-(trifluoromethyl)phenyl]prop-2-en-1-one